C1=CC=C(C(=C1)N)NC(=O)C2=CC=C(C=C2)N Dianiline